C(C)C1CC(C2=CC=CC=3C=C(N1C32)C(=O)O)=O 11-ethyl-9-oxo-1-azatricyclo[6.3.1.04,12]dodeca-2,4(12),5,7-tetraene-2-carboxylic acid